4-(3-(3-(1-(o-tolyl)cyclopropyl)-1,2,4-oxadiazol-5-yl)-1H-indazol-1-yl)cyclohexane-1-carboxylic acid C1(=C(C=CC=C1)C1(CC1)C1=NOC(=N1)C1=NN(C2=CC=CC=C12)C1CCC(CC1)C(=O)O)C